3-[2-Aminoethoxy(dimethoxy)silyl]-1-propylamine NCCO[Si](CCCN)(OC)OC